benzyl 4-hydroxy-6-(4-methoxyphenyl)-1-(2-morpholinoethyl)-2-oxo-1,2-dihydro-1,8-naphthyridine-3-carboxylate OC1=C(C(N(C2=NC=C(C=C12)C1=CC=C(C=C1)OC)CCN1CCOCC1)=O)C(=O)OCC1=CC=CC=C1